FC(OC1=C(C(=CC=C1)[N+](=O)[O-])F)F 1-(difluoromethoxy)-2-fluoro-3-nitro-benzene